S(=O)(=O)(O)OC1=C(OC=2C=C(C=C(C2C1=O)O)O)C1=CC(O)=C(O)C=C1 Quercetin-3-Sulfat